COCC1(CCN(CC1)CCCC1=CNC2=CC=C(C=C12)C)N(C(CC)=O)C1=CC=CC=C1 N-(4-(methoxymethyl)-1-(3-(5-methyl-1H-indol-3-yl)propyl)piperidin-4-yl)-N-phenylpropionamide